N-(3-chloro-4-(7-fluoro-1,3,4,5-tetrahydro-2H-benzo[c]azepine-2-yl)-2,6-diMethylphenyl)-3,3-dimethylbutanamide ClC=1C(=C(C(=CC1N1CC2=C(CCC1)C=C(C=C2)F)C)NC(CC(C)(C)C)=O)C